N-methoxy-1-[[4-[5-(trifluoromethyl)-1,2,4-oxadiazol-3-yl]phenyl]methyl]triazole-4-carboxamide CONC(=O)C=1N=NN(C1)CC1=CC=C(C=C1)C1=NOC(=N1)C(F)(F)F